BENZO[B]NAPHTHO[2,3-D]THIOPHENYL-TRIAZIN C1(=CC=CC=2SC3=C(C21)C=C2C=CC=CC2=C3)C3=NN=NC=C3